N-(1-(2-fluorophenoxy)-2,4-dimethylpent-4-en-2-yl)-6,7-dihydro-5H-cyclopenta[b]pyridine-3-carboxamide FC1=C(OCC(CC(=C)C)(C)NC(=O)C=2C=C3C(=NC2)CCC3)C=CC=C1